(1S,2R)-2-aminocyclobutan-1-ol N[C@H]1[C@H](CC1)O